3-(2-methylphenyl)-2,3-dihydro-1H-isoindol-1-one CC1=C(C=CC=C1)C1NC(C2=CC=CC=C12)=O